BrC1=NN2C(NC(=CC2=O)C2=CC=C(C=C2)CC2CCCC2)=C1C(=O)N1CC(C1)CF 2-bromo-5-(4-(cyclopentylmethyl)phenyl)-3-(3-(fluoromethyl)azetidine-1-carbonyl)pyrazolo[1,5-a]pyrimidin-7(4H)-one